1-(2-chloro-5-((R)-2-(2,5-difluorophenyl)-4,4-difluoropyrrolidin-1-yl)pyrazolo[1,5-a]pyrimidin-3-yl)-3-(2,2-difluorocyclopropyl)urea ClC1=NN2C(N=C(C=C2)N2[C@H](CC(C2)(F)F)C2=C(C=CC(=C2)F)F)=C1NC(=O)NC1C(C1)(F)F